FC1=C(OC2=NC=NC3=CC(=C(C=C23)NC(C(C)C)=O)OC)C=CC(=C1)NC(=O)NCCC1=CC=C(C=C1)F N-(4-(2-fluoro-4-(3-(4-fluorophenethyl)ureido)phenoxy)-7-methoxyquinazolin-6-yl)isobutyramide